C(C1=CC=CC=C1)OC=1C=C(C=C(C1)C(F)(F)F)[C@@H](C)NC1=NN=C(C2=CC=C(C=C12)N1CCOCC1)C (R)-N-(1-(3-(benzyloxy)-5-(trifluoromethyl)phenyl)ethyl)-4-methyl-7-morpholino-phthalazin-1-amine